NCCNCCC[SiH2]C(OC)OC 3-(2-Aminoethylamino)propyldimethoxymethylsilane